C(N)(=O)C1=CC=C(C=C1)[C@@H](C1=CC(=NC=C1)CCC(=O)OCC)OC1=CC=C2C(CCOC2=C1C)=O (S)-Ethyl 3-(4-((4-carbamoylphenyl)((8-methyl-4-oxochroman-7-yl)oxy)methyl)pyridin-2-yl)propanoate